6-acetyl-1-(2-((2S,4R)-2-((6-bromopyridin-2-yl)carbamoyl)-4-fluoropyrrolidin-1-yl)-2-oxoethyl)-N,N-dimethyl-5-(2-methylpyrimidin-5-yl)-1H-indazole-6-carboxamide C(C)(=O)C1(C(=CC2=CNN(C2=C1)CC(=O)N1[C@@H](C[C@H](C1)F)C(NC1=NC(=CC=C1)Br)=O)C=1C=NC(=NC1)C)C(=O)N(C)C